2-{8-[(2-cyano-2-methylideneethyl)amino]-7-ethoxynaphthalen-2-yl}-N-[(1r,4r)-4-(dimethylamino)cyclohexyl]pyrimidine-4-carboxamide C(#N)C(CNC=1C(=CC=C2C=CC(=CC12)C1=NC=CC(=N1)C(=O)NC1CCC(CC1)N(C)C)OCC)=C